di(p-monomethyl-benzylidene)sorbitol CC1=CC=C(C=C([C@H]([C@H]([C@@H]([C@H](C(O)=CC2=CC=C(C=C2)C)O)O)O)O)O)C=C1